9,10,13-trihydroxy-Octadecanoic acid OC(CCCCCCCC(=O)O)C(CCC(CCCCC)O)O